3-diazoindole gold [Au].[N+](=[N-])=C1C=NC2=CC=CC=C12